5-(3,3-dimethyloxiranyl)-3-methyl-1-pentanol CC1(C(O1)CCC(CCO)C)C